COC1=CC=C(C=C1)CN1C(N(CCC1=O)C1=CN=C2N1C=CC(=C2)CN2C[C@@H](N(CC2)C(=O)OC(C)(C)C)C)=O tert-butyl (2S)-4-[(3-{3-[(4-methoxyphenyl)methyl]-2,4-dioxo-1,3-diazinane-1-yl}imidazo[1,2-a]pyridin-7-yl)methyl]-2-methylpiperazine-1-carboxylate